tert-butyl 6-((4-chloro-5-(trifluoromethyl)pyrimidin-2-yl)amino)-7-ethyl-3,4-dihydroisoquinoline-2(1H)-carboxylate ClC1=NC(=NC=C1C(F)(F)F)NC=1C=C2CCN(CC2=CC1CC)C(=O)OC(C)(C)C